4,4'-di(3-methylphenoxy)benzophenone CC=1C=C(OC2=CC=C(C(=O)C3=CC=C(C=C3)OC3=CC(=CC=C3)C)C=C2)C=CC1